3-(4-chlorophenyl)-1-(3,4-dichlorophenyl)urea ClC1=CC=C(C=C1)NC(NC1=CC(=C(C=C1)Cl)Cl)=O